6-(benzo1,3-dioxanyl)-4-phenyl-pyrimidineamide O1C(OCC2=C1C=CC=C2)C2=CC(=NC(=N2)C(=O)N)C2=CC=CC=C2